(1S,4S)-4-((6-bromo-4-(morpholinomethyl)pyridin-2-yl)amino)cyclohexan-1-ol BrC1=CC(=CC(=N1)NC1CCC(CC1)O)CN1CCOCC1